2-((6,7-Dimethoxyquinoxalin-2-yl)thio)acetic acid ethyl ester C(C)OC(CSC1=NC2=CC(=C(C=C2N=C1)OC)OC)=O